7-[5-[2-Hydroxy-6-methyl-4-(trifluoromethyl)phenyl]oxazolo[4,5-b]pyridin-2-yl]-2,5,6,8-tetrahydro-2,7-naphthyridin-3-one OC1=C(C(=CC(=C1)C(F)(F)F)C)C1=CC=C2C(=N1)N=C(O2)N2CCC1=CC(NC=C1C2)=O